FC1=C(C(=CC=C1)OC1=NC(=CC=C1)C)CN1C[C@@H](N([C@@H](C1)C)C(C(C)C)=O)C(=O)NCC1=CC=C(C=C1)C1=NC=CC=N1 (2R,6R)-4-({2-fluoro-6-[(6-methylpyridin-2-yl)oxy]phenyl}methyl)-6-methyl-1-(2-methylpropanoyl)-N-{[4-(pyrimidin-2-yl)phenyl]methyl}piperazine-2-carboxamide